(R)-5-(2-((2-fluoro-2-methylpropyl)amino)-7H-pyrrolo[2,3-d]pyrimidin-5-yl)-N-(1,1,1-trifluoropropan-2-yl)pyrazolo[1,5-a]pyridine-3-carboxamide FC(CNC=1N=CC2=C(N1)NC=C2C2=CC=1N(C=C2)N=CC1C(=O)N[C@@H](C(F)(F)F)C)(C)C